3-(4-(3-(((3S,4S)-3-fluoropiperidin-4-yl)oxy)prop-1-yn-1-yl)-3-methyl-2-oxo-2,3-dihydro-1H-benzo[d]imidazol-1-yl)piperidine-2,6-dione F[C@H]1CNCC[C@@H]1OCC#CC1=CC=CC=2N(C(N(C21)C)=O)C2C(NC(CC2)=O)=O